(6,8-difluoro-4-methyl-4H-chromen-3-yl)methanol FC=1C=C2C(C(=COC2=C(C1)F)CO)C